2,2,2-Trifluoro-1-(4-((3-fluoropyridin-4-yl)methyl)-1-((2-(trimethylsilyl)ethoxy)methyl)-1H-imidazol-2-yl)ethan-1-ol FC(C(O)C=1N(C=C(N1)CC1=C(C=NC=C1)F)COCC[Si](C)(C)C)(F)F